4-benzyl-2,2,7-trifluoro-6-(2,3,5,6-tetrafluorophenyl)-2H-benzo[b][1,4]oxazin-3(4H)-one C(C1=CC=CC=C1)N1C2=C(OC(C1=O)(F)F)C=C(C(=C2)C2=C(C(=CC(=C2F)F)F)F)F